ClC1=NC2=C(C(N(C=C2C=C1)C1=CC2=CN(N=C2C=C1)C)=O)C1=CC=C(C=C1)Cl 2-chloro-8-(4-chlorophenyl)-6-(2-methyl-2H-indazol-5-yl)-1,6-naphthyridin-7(6H)-one